C[C@H](C(=O)O)CC (S)-2-methylbutanoic acid